6-[3-(2-methylphenyl)-1,2,4-oxadiazol-5-yl]-1,2,3,4-tetrahydroquinolin-2-one CC1=C(C=CC=C1)C1=NOC(=N1)C=1C=C2CCC(NC2=CC1)=O